C(C)C(CCCCC)OC(CCCCCCCCN(CCCNC(=O)C=1C=C(C(=O)NCCCN(CCCCCCCCC(=O)OC(CCCCC)CC)CCCCCCCCC(=O)OC(CCCCC)CC)C=C(C1)C(NCCCN(CCCCCCCCC(OC(CCCCC)CC)=O)CCCCCCCCC(OC(CCCCC)CC)=O)=O)CCCCCCCCC(OC(CCCCC)CC)=O)=O 1-ethylhexyl 9-[3-[[3,5-bis[3-[bis[9-(1-ethylhexoxy)-9-oxo-nonyl]amino]propylcarbamoyl]benzoyl]amino]propyl-[9-(1-ethylhexoxy)-9-oxo-nonyl]amino]nonanoate